OC(C#N)CCSC 2-hydroxy-4-(methylthio)butyronitrile